2-(methylthio)-1H-imidazo[4,5-b]pyrazine CSC1=NC=2C(=NC=CN2)N1